[Cl-].C(CC)N1C(=[N+](C=C1)C)C 1-propyl-2,3-dimethylimidazolium chloride